C(C)(C)(C)OC(=O)N1C(CCCC1)C(C)(C)S(=O)(=O)C=1C(=NN(C1)C)C(F)(F)F (2-((1-methyl-3-(trifluoromethyl)-1H-pyrazol-4-yl)sulfonyl)propan-2-yl)piperidine-1-carboxylic acid tert-butyl ester